CC1=C(C=C(C=C1)C=1N=C2N(C=CC=C2C)C1)S(=O)(=O)N1CCN(CC1)C(=O)OC(C)(C)C tert-butyl 4-((2-methyl-5-(8-methylimidazo[1,2-a]pyridin-2-yl)phenyl)sulfonyl)piperazine-1-carboxylate